N-((3-fluoropyridin-2-yl)methyl)-2-(2-((2-(1-(2-(oxazol-2-yl)ethyl)-1H-benzo[d]imidazol-2-yl)ethyl)amino)ethyl)oxazole-4-carboxamide FC=1C(=NC=CC1)CNC(=O)C=1N=C(OC1)CCNCCC1=NC2=C(N1CCC=1OC=CN1)C=CC=C2